C(C)(C)(C)C=1C=C(C2=C(N=C(O2)C2CCCCC2)C1)C(C)(C)C 5,7-di-tert-butyl-2-cyclohexylbenzo[d]oxazole